[Tb].[Eu].[Sm].[Nd].[Ce] cerium neodymium samarium europium terbium